BrC=1C=C2C(=NN=C(C2=C(C1)F)O)C 6-BROMO-8-FLUORO-4-METHYLPHTHALAZIN-1-OL